2'-Chloro-4'-Methoxy-4,5-Dihydro-2H,5'H-Spiro[Furan-3,7'-Furo[3,4-b]Pyridine] ClC1=CC(=C2C(=N1)C1(OC2)COCC1)OC